N-((4-(benzyloxy)phenyl)sulfonyl)-5-chloro-4-(cyclopentylmethoxy)-2-fluorobenzamide C(C1=CC=CC=C1)OC1=CC=C(C=C1)S(=O)(=O)NC(C1=C(C=C(C(=C1)Cl)OCC1CCCC1)F)=O